[N+]1(=CC=CC=C1)C1=NC=CC=C1 [1,2'-bipyridin]-1-ium